FC1=C(N=CC2=C1N=C(N=C2N2CC(CCC2)(C)O)OCC21CCCN1CCC2)C2=CC=CC1=C2N=C(S1)NC(OC(C)(C)C)=O tert-butyl (4-(8-fluoro-2-((hexahydro-1H-pyrrolizin-7a-yl)methoxy)-4-(3-hydroxy-3-methylpiperidin-1-yl)pyrido[4,3-d]pyrimidin-7-yl) benzo[d]thiazol-2-yl)carbamate